C1(CC(CC(C1)C(=O)NCCCCCCN(CCCCCCC(=O)OCCC(CCC)C)CCCCCCC(=O)OCCC(CCC)C)C(=O)NCCCCCCN(CCCCCCC(=O)OCCC(CCC)C)CCCCCCC(=O)OCCC(CCC)C)C(=O)NCCCCCCN(CCCCCCC(=O)OCCC(CCC)C)CCCCCCC(=O)OCCC(CCC)C Hexakis(3-methylhexyl) cis,cis-7,7',7'',7''',7'''',7'''''-((((cyclohexane-1,3,5-tricarbonyl) tris(azanediyl))tris(hexane-6,1-diyl))tris(azanetriyl))hexaheptanoate